Cl.C(C)NC(=O)C1=NC(=C(C=C1)N1CCNCC1)C n-ethyl-6-methyl-5-(piperazin-1-yl)pyridineamide hydrochloride